NC1=CC(=NC=C1Br)C(=O)[O-] 4-amino-5-bromopyridine-2-carboxylate